C(C)(=O)OCC(=O)O 2-(acetoxy)acetic acid